(3S)-3-((1H-pyrazol-1-yl)methyl)-7-((2S,5R)-4-acryloyl-2,5-di-methylpiperazin-1-yl)-9-chloro-10-(2,4-difluorophenyl)-2H-[1,4]oxazino[2,3,4-ij]quinazolin-5(3H)-one N1(N=CC=C1)C[C@H]1COC=2C(=C(C=C3C(=NC(N1C23)=O)N2[C@H](CN([C@@H](C2)C)C(C=C)=O)C)Cl)C2=C(C=C(C=C2)F)F